CC1(OB(OC1(C)C)C1=CC=CC2=C1N=C(S2)NC(OC(C)(C)C)=O)C tert-butyl (4-(4,4,5,5-tetramethyl-1,3,2-dioxaborolan-2-yl)benzo[d]Thiazol-2-yl)carbamate